C(C)(C)(C)OC(NC[C@]1([C@@H](CNCC1)O)C)=O |r| Racemic-trans-((3-hydroxy-4-methylpiperidin-4-yl)methyl)carbamic acid tert-butyl ester